ClC1=NC=C(C(=N1)C=1C=C2C(NC3(C2=CC1)CC3)=O)F 5'-(2-chloro-5-fluoropyrimidine-4-yl)spiro[cyclopropane-1,1'-isoindoline]-3'-one